2H-1,3-thiazine S1CN=CC=C1